[Cl-].C(C(=C)C)(=O)[N+](C)(C)CC methacryloylethyl-dimethylammonium chloride